CN(CC(C1=CC(=CC=C1)F)N1C(C=C(C=C1)C1=CN(C2=NC=C(C=C21)N2CCOCC2)S(=O)(=O)CC2=CC=CC=C2)=O)C 1-(2-(dimethylamino)-1-(3-fluorophenyl)ethyl)-4-(5-morpholino-1-toluenesulfonyl-1H-pyrrolo[2,3-b]pyridin-3-yl)pyridin-2(1H)-one